ClC=1C=NN2C1C(=CC(=C2)C=2C=NN(C2C)C2CC1(C2)CCN(CC1)C(C=C)=O)O[C@H](CO)C1=NC=CC=C1 (S)-1-(2-(4-(3-chloro-4-(2-hydroxy-1-(pyridin-2-yl)ethoxy)pyrazolo[1,5-a]pyridin-6-yl)-5-methyl-1H-pyrazol-1-yl)-7-azaspiro[3.5]nonan-7-yl)prop-2-en-1-one